FC1(C=O)CC=CC=C1F 1,6-difluorobenzaldehyde